CN(C(C=C)=O)C=1C=C2C(=NC1)N(N=C2C)C2=CC=C(C=C2)C(F)(F)F N-methyl-N-(3-methyl-1-(4-(trifluoromethyl)phenyl)-1H-pyrazolo[3,4-b]pyridin-5-yl)acrylamide